N1=C(C=CC=C1)N1CC2(C1)CNC2 2-(pyridin-2-yl)-2,6-diazaspiro[3.3]heptane